1-(5-aminobenzofuran-3-yl)-3-(4-methoxybenzyl)dihydropyrimidine-2,4(1H,3H)-dione NC=1C=CC2=C(C(=CO2)N2C(N(C(CC2)=O)CC2=CC=C(C=C2)OC)=O)C1